C1(CC1)C(C)(C)NC1=NC(=NC=C1C(=O)N)NC1CCC(CC1)OCC 4-(2-cyclopropylpropan-2-ylamino)-2-((1r,4r)-4-ethoxycyclohexylamino)pyrimidine-5-carboxamide